5-(2-fluorophenyl)-4-methoxy-1-(pyridin-3-ylsulfonyl)-1H-pyrrole-3-carbaldehyde FC1=C(C=CC=C1)C1=C(C(=CN1S(=O)(=O)C=1C=NC=CC1)C=O)OC